5-(1-isopropyl-5-((1S,3s)-3-morpholinocyclopentyl)-1H-1,2,4-triazol-3-yl)-3-(trifluoromethyl)pyridin-2-amine C(C)(C)N1N=C(N=C1[C@@H]1C[C@H](CC1)N1CCOCC1)C=1C=C(C(=NC1)N)C(F)(F)F